P-[3-[(4,6-diamino-1,3,5-triazine-2-yl)amino]-3-oxopropyl]-P-phenylphosphinic acid NC1=NC(=NC(=N1)N)NC(CCP(O)(=O)C1=CC=CC=C1)=O